C(C)(C)(C)OC(=O)N(C[C@@H](C(=O)[O-])C1=CC=C(C=C1)Cl)C(C)C.[Na+] sodium (s)-3-(tert-butoxycarbonyl(isopropyl)amino)-2-(4-chlorophenyl)propanoate